C(#N)C1=CC=C(C=C1)C1(OCCN2C1=CN=C2)C2=CC=C(C#N)C=C2 4-(8-(4-cyanophenyl)-5,6-dihydro-8H-imidazo[5,1-c][1,4]oxazin-8-yl)benzonitrile